C1(CC1)C1=C(C(=C2C(=N1)CCC2)NC(=O)N=S(=O)(N)C2=NN(C=C2F)CC)C N'-((2-cyclopropyl-3-methyl-6,7-dihydro-5H-cyclopenta[b]pyridin-4-yl)carbamoyl)-1-ethyl-4-fluoro-1H-pyrazole-3-sulfonimidamide